methyl 2-(benzyl (methyl) amino)-5-ethyl-1-(p-tolyl)-1H-pyrrole-3-carboxylate C(C1=CC=CC=C1)N(C=1N(C(=CC1C(=O)OC)CC)C1=CC=C(C=C1)C)C